NC1=C(OC2CN(C2)C=2C(=C(C(=O)OC)C=CC2)N2C=CC=C2)C=CC=C1 Methyl 3-(3-(2-aminophenoxy)azetidin-1-yl)-2-(1H-pyrrol-1-yl)benzoate